FC(C(=O)N1CCC(CC1)O)(F)C=1C=C(C(=O)NC2=CC(=C(C=C2)F)F)C=CC1F 3-(1,1-difluoro-2-(4-hydroxypiperidin-1-yl)-2-oxoethyl)-N-(3,4-difluorophenyl)-4-fluorobenzamide